4-(((R)-3-((R)-3-amino-2-methylenebutanamido)piperidin-1-yl)methyl)-N-(4-(4-morpholino-7H-pyrrolo[2,3-d]pyrimidin-6-yl)phenyl)picolinamide N[C@@H](C(C(=O)N[C@H]1CN(CCC1)CC1=CC(=NC=C1)C(=O)NC1=CC=C(C=C1)C1=CC2=C(N=CN=C2N2CCOCC2)N1)=C)C